N-(5-(difluoromethoxy)-1H-pyrazol-3-yl)-1-((R)-1-((S)-tetrahydro-2H-pyran-3-yl)ethyl)-1H-pyrazolo[3,4-b]Pyrazin-6-amine FC(OC1=CC(=NN1)NC1=CN=C2C(=N1)N(N=C2)[C@H](C)[C@H]2COCCC2)F